N1=CC(=CC=C1)/C(=C(\C)/C=1C=C(C=CC1)C1=NC=CC=C1)/C (E)-2-(3-(3-(3-pyridyl)but-2-en-2-yl)phenyl)pyridine